(S)-N-(5-(2-amino-[1,2,4]triazolo[1,5-a]pyridin-6-yl)-2-methylpyridin-3-yl)-3-(3-cyanophenyl)isooxazolidine-2-carboxamide NC1=NN2C(C=CC(=C2)C=2C=C(C(=NC2)C)NC(=O)N2OCC[C@H]2C2=CC(=CC=C2)C#N)=N1